BrC=1C=C(C=C2C(N(C(S2)=NN=C2C(NC3=CC=C(C=C23)F)=O)C2=CC=CC=C2)=O)C=CC1 3-(2-(5-(3-bromobenzylidene)-3-phenyl-4-oxothiazolidine-2-ylidene)hydrazono)-5-fluoro-1H-indol-2-one